5-bromo-2-(2,6-dioxopiperidin-3-yl)-3-oxoisoindoline-4-carboxamide BrC1=C(C=2C(N(CC2C=C1)C1C(NC(CC1)=O)=O)=O)C(=O)N